COC(=O)C1=NC(=NN1CC(=O)C1=CC(=CC=C1)C#N)Br.BrC1=NN2C(C(NC(=C2)C=2C=C(C#N)C=CC2)=O)=N1 3-(2-Bromo-8-oxo-7,8-dihydro-[1,2,4]triazolo[1,5-a]pyrazin-6-yl)benzonitrile Methyl-3-bromo-1-(2-(3-cyanophenyl)-2-oxoethyl)-1H-1,2,4-triazole-5-carboxylate